6-methyl-5-[4-(D-prolylamino)phenyl]pyridine-2-carboxylic acid, dihydrochloride salt Cl.Cl.CC1=C(C=CC(=N1)C(=O)O)C1=CC=C(C=C1)NC([C@@H]1NCCC1)=O